ClC=1C=C(C(=NC1)OC)S(=O)(=O)NC=1C(=C(C(=CC1)F)C1=CC=C2C(=NNC2=C1F)C(=O)NC1C(NCC1)=O)F 6-[3-(5-Chloro-2-methoxypyridine-3-sulfonamido)-2,6-difluorophenyl]-7-fluoro-N-(2-oxopyrrolidin-3-yl)-1H-indazole-3-carboxamide